C(C)(C)(C)OC(N(C1=CC=CC=C1)C#CC1CC1)=O N-(cyclopropyl)ethynyl-N-phenyl-carbamic acid tert-butyl ester